ClC=1C=C(C=C(C1)C#N)NC(=O)C1CN(CC(C1)(F)F)C(C1=CC(=CC(=C1)C1=CC=NC=C1)F)=O N-(3-chloro-5-cyanophenyl)-5,5-difluoro-1-(3-fluoro-5-(pyridin-4-yl)benzoyl)piperidine-3-carboxamide